[Cl-].C(CCCCC)[NH+]1CC(CCC1)CCCC 1-Hexyl-3-butylpiperidinium chlorid